7-[(3R)-3-{[(6-Amino-3-chloropyridin-2-yl)oxy]methyl}-2-azabicyclo[3.1.0]hexan-2-yl]-6-chloro-1-{6-[3-(dimethyl-amino)azetidin-1-yl]pyridin-3-yl}-4-oxoquinoline-3-carboxylic acid NC1=CC=C(C(=N1)OC[C@@H]1N(C2CC2C1)C1=C(C=C2C(C(=CN(C2=C1)C=1C=NC(=CC1)N1CC(C1)N(C)C)C(=O)O)=O)Cl)Cl